C(N)(=O)C1=CC(=C(C=C1)C=1C=C(C=CC1)CN1[C@H](CCC1)C(=O)N[C@@H](C)C1=CC=C(C(=O)OC)C=C1)O methyl 4-[(1S)-1-[[(2R)-1-[[3-(4-carbamoyl-2-hydroxy-phenyl)phenyl]methyl]pyrrolidine-2-carbonyl]amino]ethyl]benzoate